2-bromo-4-iodo-3-(methoxymethoxy)-6-methylpyridine BrC1=NC(=CC(=C1OCOC)I)C